((2-((2-(8-oxo-[1,3]dioxolo[4,5-g]quinolin-5(8H)-yl)ethyl)carbamoyl)phenyl)thio)methyl butyrate C(CCC)(=O)OCSC1=C(C=CC=C1)C(NCCN1C=CC(C=2C=C3C(=CC12)OCO3)=O)=O